C(C)(C)(C)C1OCC2=C1C=C(C=C2)OC2=CC=C(C=N2)N2C(NN=C2C)=O 4-{6-[(3-tert-butyl-1,3-dihydro-2-benzofuran-5-yl)oxy]pyridin-3-yl}-5-methyl-2,4-dihydro-3H-1,2,4-triazol-3-one